7-(4-chlorobenzyl)-8-(1-hydroxy-4,4-dimethylcyclohexyl)-1-(3-hydroxypropyl)-3-methyl-3,7-dihydro-1H-purine-2,6-dione ClC1=CC=C(CN2C(=NC=3N(C(N(C(C23)=O)CCCO)=O)C)C2(CCC(CC2)(C)C)O)C=C1